6-((5-((2,6-diazaspiro[3.3]heptan-2-yl)methyl)-3-methyl-1-oxoisoindolin-2-yl)methyl)benzo[d]oxazol-2(3H)-one C1N(CC12CNC2)CC=2C=C1C(N(C(C1=CC2)=O)CC2=CC1=C(NC(O1)=O)C=C2)C